C1=CC=CC=2C3=CC=CC=C3C(C12)COC(=O)N[C@H](C(=O)O)CC1=C(NC2=CC=CC=C12)C (S)-2-(9H-fluoren-9-ylmethoxycarbonylamino)-3-(2-methyl-1H-indol-3-yl)-propionic acid